tris-sec-butylamino-pentafluoroethyl-silane C(C)(CC)N[Si](C(C(F)(F)F)(F)F)(NC(C)CC)NC(C)CC